2-(2-oxo-2-(4-(2-(trifluoromethyl)phenyl)piperidin-1-yl)ethyl)phenyl-sulfamic acid tert-butyl ester C(C)(C)(C)OS(NC1=C(C=CC=C1)CC(N1CCC(CC1)C1=C(C=CC=C1)C(F)(F)F)=O)(=O)=O